1,4-bis(4-amino-α,α-dimethylbenzyl)benzene NC1=CC=C(C(C)(C)C2=CC=C(C=C2)C(C2=CC=C(C=C2)N)(C)C)C=C1